lithium 8-fluoro-6-(N-(1-methylcyclopropyl)sulfamoyl)imidazo[1,5-a]pyridine-3-carboxylate FC=1C=2N(C=C(C1)S(NC1(CC1)C)(=O)=O)C(=NC2)C(=O)[O-].[Li+]